methyl 2-[(7-chloro-1,6-naphthyridin-2-yl) (1-ethylpiperidin-4-yl)amino]acetate ClC1=NC=C2C=CC(=NC2=C1)N(CC(=O)OC)C1CCN(CC1)CC